2-[[(1R)-1-(3,6-dimethyl-4-oxo-2-tetrahydrofuran-3-yl-quinazolin-8-yl)ethyl]amino]-5-fluoro-benzoic acid CN1C(=NC2=C(C=C(C=C2C1=O)C)[C@@H](C)NC1=C(C(=O)O)C=C(C=C1)F)C1COCC1